6-(piperidin-4-yl)-2,8-dihydro-7H-thiopyrano[2,3-b]pyridin-7-one hydrochloride Cl.N1CCC(CC1)C1=CC2=C(NC1=O)SCC=C2